[Se]=C[C@H](O)[C@@H](O)[C@@H](O)[C@H](O)CO 1-selenogalactose